bis(N-carbazolyl)-9,9'-spirobifluorene C1=CC=CC=2C3=CC=CC=C3N(C12)C1=C(C=2C3(C4=CC=CC=C4C2C=C1)C1=CC=CC=C1C=1C=CC=CC13)N1C3=CC=CC=C3C=3C=CC=CC13